Methyl 3-(3-acetoxypropyl)-7-(2-(chloromethyl)-4,5,6,7-tetrahydropyrazolo[1,5-a]pyridin-3-yl)-6-fluoro-1-methyl-1H-indole-2-carboxylate C(C)(=O)OCCCC1=C(N(C2=C(C(=CC=C12)F)C=1C(=NN2C1CCCC2)CCl)C)C(=O)OC